2-chloro-N-[1-[rac-(2R,4S)-4-hydroxypyrrolidine-2-carbonyl]piperidin-3-yl]-4-[[3-[3-(trifluoromethyl)-1H-pyrazol-4-yl]imidazo[1,2-a]pyrazin-8-yl]amino]benzamide ClC1=C(C(=O)NC2CN(CCC2)C(=O)[C@@H]2NC[C@H](C2)O)C=CC(=C1)NC=1C=2N(C=CN1)C(=CN2)C=2C(=NNC2)C(F)(F)F |r|